trideca-1,5,7,9,11-pentaene C=CCCC=CC=CC=CC=CC